2-(4-(3-Fluoro-5-(trifluoromethyl)benzyl)pyridin-2-yl)-N,5-dimethyl-2H-1,2,3-triazol-4-carboxamid FC=1C=C(CC2=CC(=NC=C2)N2N=C(C(=N2)C(=O)NC)C)C=C(C1)C(F)(F)F